C1(CC1)S(=O)(=O)NC1=NC=CC(=N1)C(C(=O)NC1=C(C=C(C(=C1)F)C1=NC(=CN=C1)OCC)C)(C)C 2-(2-(cyclopropanesulfonamido)pyrimidin-4-yl)-N-(4-(6-ethoxypyrazin-2-yl)-5-fluoro-2-methylphenyl)-2-methylpropanamide